3-hydroxy-4-(5,7-dihydroxy-4-oxo-4H-chromen-2-yl)phenolate OC=1C=C(C=CC1C=1OC2=CC(=CC(=C2C(C1)=O)O)O)[O-]